6-(2-aminoethyl)-1,3,3-trimethylindolin-2-one hydrochloride Cl.NCCC1=CC=C2C(C(N(C2=C1)C)=O)(C)C